FC1(CN(C1)S(=O)(=O)C1=CC=C(C=C1)NC(NCC=1C=NC=CC1)=O)F 3-[4-(3,3-difluoroazetidine-1-sulfonyl)phenyl]-1-(pyridin-3-ylmethyl)urea